benzyl 4-[2-[2-[2-[2-(2-tert-butoxy-2-oxo-ethoxy)ethoxy]ethoxy]ethoxy]ethyl]piperazine-1-carboxylate C(C)(C)(C)OC(COCCOCCOCCOCCN1CCN(CC1)C(=O)OCC1=CC=CC=C1)=O